CS(=O)(=O)C1=CC=C(N1)C=O 5-(methylsulfonyl)-1H-pyrrole-2-carbaldehyde